(1-methyl-1H-pyrazol-5-yl)benzene-1,2-diamine CN1N=CC=C1C1=C(C(=CC=C1)N)N